(2S,3R,4R,5S)-3,4,5-tris(benzyloxy)-2-((benzyloxy)methyl)-1-(((1s,4R)-4-(1,1-difluoroethyl)cyclohexyl)methyl)piperidine C(C1=CC=CC=C1)O[C@@H]1[C@@H](N(C[C@@H]([C@H]1OCC1=CC=CC=C1)OCC1=CC=CC=C1)CC1CCC(CC1)C(C)(F)F)COCC1=CC=CC=C1